C(C1=CC=CC=C1)OC=1C(C(=CN2C1C(N1[C@H](C=C[C@@H]([C@H]2C1)OC)C)=O)C(=O)NCC1=C(C=C(C=C1F)F)F)=O (3S,6S,7R)-12-(benzyloxy)-6-methoxy-3-methyl-1,11-dioxo-N-(2,4,6-trifluorobenzyl)-1,6,7,11-tetrahydro-3H-2,7-methanopyrido[1,2-a][1,4]diazonine-10-carboxamide